CC=1C=C(C=CC1)[C@@]1(CCOC2(CCCC2)C1)CCNCC=1C=NC=CC1C(F)(F)F {2-[(9R)-9-(3-methylphenyl)-6-oxaspiro[4.5]decan-9-yl]ethyl}({[4-(trifluoromethyl)pyridin-3-yl]methyl})amine